methyl 8-((2-cyano-6-fluorophenyl) amino)-8-oxooctanoate C(#N)C1=C(C(=CC=C1)F)NC(CCCCCCC(=O)OC)=O